sodium peroxychromate [Cr](=O)(=O)([O-])O[O-].[Na+].[Na+]